2-(2-methylphenyl)-7-azaspiro[3.5]nonane-7-carboxylic acid tert-butyl ester C(C)(C)(C)OC(=O)N1CCC2(CC(C2)C2=C(C=CC=C2)C)CC1